(2,6-Dimethylphenyl)-2',3'-di-O-acetyl-5'-O-(4-chlorobenzoyl)-4'-fluorouridine CC1=C(C(=CC=C1)C)[C@@]1([C@H](OC(C)=O)[C@H](OC(C)=O)[C@@](COC(C2=CC=C(C=C2)Cl)=O)(O1)F)N1C(=O)NC(=O)C=C1